FC(CC1=CC=C(C=C1)NC(=O)N[C@](C)(CC)C(=O)O)(F)F N-{[4-(2,2,2-trifluoroethyl)phenyl]carbamoyl}-D-isovaline